NC=1C2=C(N=CN1)C(=CC(=N2)C=2C=C(C=CC2)C#C[C@]2(C(N(CC2)C)=O)O)C2CC2 (R)-3-((3-(4-amino-8-cyclopropylpyrido[3,2-d]pyrimidin-6-yl)phenyl)ethynyl)-3-hydroxy-1-methylpyrrolidin-2-one